CN1N=CC(=C1)COC=1C=C(C=CC1)B(O)O (3-[(1-METHYL-1H-PYRAZOL-4-YL)METHOXY]PHENYL)BORANEDIOL